NC1=NC2=C(C=3N1N=C(N3)C=3OC=CC3)C=NN2C(C(=O)N[C@@H]2CN(CCC2)C(=O)OC(C)(C)C)(C)C2=CC=CC=C2 tert-butyl (3S)-3-(2-(5-amino-2-(furan-2-yl)-7H-pyrazolo[4,3-e][1,2,4]triazolo[1,5-c]pyrimidin-7-yl)-2-phenylpropanamido)piperidine-1-carboxylate